1-(4-((4-((6-(furan-2-yl)-3-methoxy-pyridin-2-yl)amino)-7-methoxy-quinazolin-6-yl)oxy)piperidin-1-yl)prop-2-en-1-one O1C(=CC=C1)C1=CC=C(C(=N1)NC1=NC=NC2=CC(=C(C=C12)OC1CCN(CC1)C(C=C)=O)OC)OC